bis(imidazoline) hydrochloride Cl.N1C=NCC1.N1C=NCC1